FC1=CC=C(C=C1)C(N1C[C@@H](N(C[C@H]1C)C1=CC(N(C=2C=CC(=NC12)C#N)C)=O)C)C1=NC=C(C=C1)F 8-[(2s,5r)-4-[(4-fluorophenyl)(5-fluoropyridin-2-yl)methyl]-2,5-dimethylpiperazin-1-yl]-5-methyl-6-oxo-5,6-dihydro-1,5-naphthyridine-2-carbonitrile